ClC=1C=C2C(=CC1)C(NC[C@@]21C(N(C[C@@H]1CNCC)C1=CN=CC2=CC=CC=C12)=O)=O (4S,4'S)-6-Chloro-4'-(ethylaminomethyl)-1'-(4-isoquinolyl)spiro[2,3-dihydroisoquinoline-4,3'-pyrrolidine]-1,2'-dione